FC(COC1=C(C(=O)NC2=C(C=CC(=C2)C=2OC(=NN2)C=2OC=CC2)F)C=C(C=C1)C)F 2-(2,2-Difluoroethoxy)-N-(2-fluoro-5-(5-(furan-2-yl)-1,3,4-oxadiazol-2-yl)phenyl)-5-methylbenzamide